(5E)-12,12-diethoxy-5-dodecene-7-yne C(C)OC(CCCC#C/C=C/CCCC)OCC